3-nitro-1-(oxan-4-yl)pyrazole [N+](=O)([O-])C1=NN(C=C1)C1CCOCC1